Methyl (S)-6-diazo-2-((S)-2-methoxypropanamido)-5-oxohexanoate [N+](=[N-])=CC(CC[C@@H](C(=O)OC)NC([C@H](C)OC)=O)=O